OC1=NC(=NC2=NC(=C(N=C12)C)C)C1CCC(N(C1)C1=CC(=NC=C1)C)=O 5-(4-hydroxy-6,7-dimethyl-pteridin-2-yl)-1-(2-methyl-4-pyridinyl)piperidin-2-one